2-((6-amino-5-methylpyridin-3-yl)amino)-2-oxoacetic acid NC1=C(C=C(C=N1)NC(C(=O)O)=O)C